CN1N=NC2=C1C=CC(=C2C)[C@H](CC(=O)OCC)C2=CC(=C(C=C2)C)CO (R)-ethyl 3-(1,4-dimethyl-1H-benzo[d][1,2,3]triazol-5-yl)-3-(3-(hydroxymethyl)-4-methylphenyl)propanoate